ClC1=C(C=C(C(=O)N(C)[C@@H]2COCC=3NC(C=4C=C(C(=CC4C32)F)F)=O)C=C1F)F (S)-4-chloro-N-(8,9-difluoro-6-oxo-1,4,5,6-tetrahydro-2H-pyrano[3,4-c]isoquinolin-1-yl)-3,5-difluoro-N-methylbenzamide